acetic acid (2-hydroxyisododecyl acetate) OC(CCC(=O)O)CCCCCCCC(C)C.C(C)(=O)O